Methyl (1R,2R,3aS,10aR)-2-hydroxy-5-methyl-1-[(1E,4S)-8,8,8-trifluoro-4-hydroxy-4-methyl-1-octen-1-yl]-2,3,3a,9,10,10a-hexahydro-1H-benzo[b]cyclopenta[f]oxepin-6-carboxylate O[C@@H]1C[C@H]2[C@H](CCC3=C(O2)C(=C(C=C3)C(=O)OC)C)[C@H]1\C=C\C[C@@](CCCC(F)(F)F)(C)O